C12CC(CC2C1C(=O)OCC)C(=O)OCC1=CC=C(C=C1)[N+](=O)[O-] 6-Ethyl 3-(4-nitrobenzyl) bicyclo[3.1.0]hexane-3,6-dicarboxylate